methyl 2-((tert-butoxycarbonyl)amino)-3-(2-oxo-8-oxa-1-azaspiro[4.5]decan-3-yl)propanoate C(C)(C)(C)OC(=O)NC(C(=O)OC)CC1C(NC2(C1)CCOCC2)=O